CC=1C=CC=2N(C1)C=C(N2)C(C(=O)O)C 2-{6-Methylimidazo[1,2-a]pyridin-2-yl}propanoic acid